(R,E)-N-((2,2-difluoro-[1,3]dioxolo[4,5-c]pyridin-6-yl)methylene)-2-methylpropane-2-sulfinamide FC1(OC2=C(C=NC(=C2)\C=N\[S@](=O)C(C)(C)C)O1)F